C(#N)C=1C=C2C=C(NC2=CC1)C(=O)N(C)[C@H]1C=2C3=C(C(NC2CNC1)=O)C=C(C(=C3)F)F (S)-5-cyano-N-(8,9-difluoro-6-oxo-1,2,3,4,5,6-hexahydrobenzo[c][1,7]naphthyridin-1-yl)-N-methyl-1H-indole-2-carboxamide